C1CC=CC2=CC3=C(C=CC=C3C=C12)NC(C1=CC(=C(C=C1)F)F)=O N-(1,2-dihydroanthracen-5-yl)-3,4-difluorobenzamide